8-(cis-3,4-difluoropyrrolidin-1-yl)-5-isopropyl-2,7-naphthyridin F[C@@H]1CN(C[C@@H]1F)C=1N=CC(=C2C=CN=CC12)C(C)C